C(C)C(C(=O)[O-])(CCCCCCC)CCCCCC 2-Ethyl-2-hexylnonanoat